(2-methylquinolin-5-yl)methanone CC1=NC2=CC=CC(=C2C=C1)C=O